1-(3-(4-([3,4'-bipyridine]-5-yl)-1H-pyrazol-1-yl)-4-methylphenyl)-3-(5-(tert-butyl)isoxazol-3-yl)urea N1=CC(=CC(=C1)C=1C=NN(C1)C=1C=C(C=CC1C)NC(=O)NC1=NOC(=C1)C(C)(C)C)C1=CC=NC=C1